NC1=C(C=C(C=N1)NC(C(=O)N1[C@@H](CC[C@H](C1)C)C1=CC2=C(NC=N2)C=C1)=O)C N-(6-amino-5-methyl-3-pyridyl)-2-[(2S,5R)-2-(1H-benzimidazol-5-yl)-5-methyl-1-piperidyl]-2-oxo-acetamide